FC(C1=NN=C(S1)C1=NN=C2N1C=C(C=C2N2CCC(CC2)CO)S(=O)(=O)NC2(CC2)C)F 3-(5-(difluoromethyl)-1,3,4-thiadiazol-2-yl)-8-(4-(hydroxymethyl)piperidin-1-yl)-N-(1-methylcyclopropyl)-[1,2,4]triazolo[4,3-a]pyridine-6-sulfonamide